1-phenyl-3-(4-tert-butyl-phenyl)-5-(4-methoxy-phenyl)-dihydropyrazole C1(=CC=CC=C1)N1NC(C=C1C1=CC=C(C=C1)OC)C1=CC=C(C=C1)C(C)(C)C